2-(tert-butylchlorophosphino)pyridine C(C)(C)(C)P(C1=NC=CC=C1)Cl